1-[4-CHLORO-2-[4-[(2,4-DIMETHOXYPHENYL)METHYLAMINO]CINNOLIN-7-YL]PHENYL]-N-METHYLPYRAZOLE-4-CARBOXAMIDE ClC1=CC(=C(C=C1)N1N=CC(=C1)C(=O)NC)C1=CC=C2C(=CN=NC2=C1)NCC1=C(C=C(C=C1)OC)OC